ClC1=NC=2N(C(=C1C1=C(C=C(OC3CC4(C3)CCN(CC4)C(=O)OC(C)(C)C)C=C1F)F)N[C@H](C)C(C)C)N=CN2 (R)-tert-butyl 2-(4-(5-chloro-7-((3-methylbutan-2-yl)amino)-[1,2,4]triazolo[1,5-a]pyrimidin-6-yl)-3,5-difluorophenoxy)-7-azaspiro[3.5]nonane-7-carboxylate